[Li].[Mn].[Ni] nickel-manganese lithium